IC1=C(N)C(=CC(=C1)C(C(F)(F)F)(C(F)(F)F)F)C(F)(F)F 2-iodo-4-(perfluoropropane-2-yl)-6-(trifluoromethyl)aniline